methyl-2,4-dihydroxyphenylacetate COC(CC1=C(C=C(C=C1)O)O)=O